N-(3-(5-cyano-2-methoxyphenyl)-1-(2-((2-methoxyethyl)(methyl)amino)-2-oxoethyl)-1H-pyrazol-4-yl)pyrazolo[1,5-a]pyrimidine-3-carboxamide C(#N)C=1C=CC(=C(C1)C1=NN(C=C1NC(=O)C=1C=NN2C1N=CC=C2)CC(=O)N(C)CCOC)OC